C(CCCCCCC\C=C/C\C=C/CCCCC)(=O)OCC(COC(CCC(OCCCCCCCC)OCCCCCCCC)=O)COC(NC1C(N(C1)CC)=O)=O 3-((4,4-bis(octyloxy)butanoyl)oxy)-2-((((1-ethyl-2-oxoazetidin-3-yl)carbamoyl)-oxy)methyl)propyl (9Z,12Z)-octadeca-9,12-dienoate